C[C@@H]1C[C@@H](CN(C1)C1=C2C(=NC=C1[N+](=O)[O-])CCC2)NC(OC(C)(C)C)=O tert-Butyl (3S,5R)-5-methyl-1-(3-nitro-6,7-dihydro-5H-cyclopenta[b]pyridin-4-yl)piperidin-3-ylcarbamate